ethyl (R)-4-(2-chloro-8-methyl-8-(trifluoromethyl)-7,8-dihydro-6H-pyrazolo[1,5-a]pyrrolo[2,3-e]pyrimidine-6-carboxamido)-6-(trifluoromethyl)picolinate ClC1=NN2C(N=CC3=C2[C@@](CN3C(=O)NC3=CC(=NC(=C3)C(F)(F)F)C(=O)OCC)(C(F)(F)F)C)=C1